(-)-(4aR,8aS)-6-(4-((2-Chloro-4-fluorophenoxy)methyl)-4-fluoropiperidine-1-carbonyl)hexahydro-2H-pyrido[4,3-b][1,4]oxazin-3(4H)-one ClC1=C(OCC2(CCN(CC2)C(=O)N2C[C@@H]3[C@@H](OCC(N3)=O)CC2)F)C=CC(=C1)F